6-amino-2,4-dimethylnicotinonitrile NC1=NC(=C(C#N)C(=C1)C)C